2-(2-ethoxy-5-((4-(3-hydroxypropyl)piperazin-1-yl)sulfonyl)phenyl)-5-methyl-7-propylpyrrolo[2,1-f][1,2,4]triazin-4(3H)-one C(C)OC1=C(C=C(C=C1)S(=O)(=O)N1CCN(CC1)CCCO)C1=NN2C(C(N1)=O)=C(C=C2CCC)C